3,4-Dihydro-2H-thiopyran S1CCCC=C1